CC=1C2=C(N=CN1)N(C(=C2C2=CC=C(C=C2)OC2=NC=CC(=N2)C)C2=C(C=C(C=C2)NC(C=C)=O)C)C N-(4-(4,7-dimethyl-5-(4-((4-methylpyrimidin-2-yl)oxy)phenyl)-7H-pyrrolo[2,3-d]pyrimidin-6-yl)-3-methylphenyl)acrylamide